tert-butyl (S)-3-((S)-(2-fluoro-3-((E)-pyrrolidin-1-yldiazenyl)phenyl)(hydroxy)methyl)-1-methyl-2-azabicyclo[2.1.1]hexane-2-carboxylate FC1=C(C=CC=C1\N=N\N1CCCC1)[C@@H]([C@H]1N(C2(CC1C2)C)C(=O)OC(C)(C)C)O